3-(1-(p-tolyl)-1H-pyrazol-4-yl)aniline C1(=CC=C(C=C1)N1N=CC(=C1)C=1C=C(N)C=CC1)C